Cl.C(C)(=O)OC1CNCCC1NC1=NN2C(C=N1)=C(N=C2CC(C)C)C(F)(F)F 4-{[7-(2-methylpropyl)-5-(trifluoromethyl)imidazo[4,3-f][1,2,4]triazin-2-yl]amino}piperidin-3-yl acetate hydrochloride